6-{4-[3-(5-methoxypyrazin-2-yl)pyridin-2-yl]piperazin-1-yl}-2-azaspiro[3.4]octane-2-carboxylic acid ethyl ester C(C)OC(=O)N1CC2(C1)CC(CC2)N2CCN(CC2)C2=NC=CC=C2C2=NC=C(N=C2)OC